Ethyl 2-(3-(3-bromo-4-fluorophenyl)-5-(cyclopropylmethyl)-4-(3-fluoro-4-sulfamoylbenzyl)-1H-pyrazol-1-yl)thiazole-4-carboxylate BrC=1C=C(C=CC1F)C1=NN(C(=C1CC1=CC(=C(C=C1)S(N)(=O)=O)F)CC1CC1)C=1SC=C(N1)C(=O)OCC